ClC1=C(C(=O)N)C=C(C(=N1)Cl)F 2,6-di-chloro-5-fluoronicotinamide